BrC=1C(=NC=C(C1)C(F)(F)F)N 3-bromo-5-(trifluoromethyl)pyridin-2-amine